OC=1C(=NC=CC1C=O)C 3-HYDROXY-2-METHYL-4-PYRIDINECARBOXALDEHYDE